benzyl (R)-(1-(4-(ethylsulfonyl)phenyl)-2-(3-methylureido) ethyl)carbamate C(C)S(=O)(=O)C1=CC=C(C=C1)[C@H](CNC(=O)NC)NC(OCC1=CC=CC=C1)=O